5-chloro-3,6-dihydro-2H-pyran ClC1=CCCOC1